2-(cyclobutyl-(2-methoxyethyl)amino)ethanol C1(CCC1)N(CCO)CCOC